ClC=1C(=NC(=NC1)C(=O)N[C@@H]1C(N(C2=C(OC1)C=C(C=N2)Cl)C)=O)C2=C(C=CC=C2)F (S)-5-chloro-N-(8-chloro-5-methyl-4-oxo-2,3,4,5-tetrahydropyrido[3,2-b]-[1,4]oxazepin-3-yl)-4-(2-fluorophenyl)pyrimidine-2-carboxamide